2-(1-benzyl-4,4-difluoro-5-methyl-3-piperidyl)ethanol C(C1=CC=CC=C1)N1CC(C(C(C1)C)(F)F)CCO